C(C)N1C(=NC2=CC=C(C=C2C1=O)NC1CCN(CC1)C)C(CCC)N1CCN(CCC1)C 3-ethyl-2-(1-(4-methyl-1,4-diazepan-1-yl)butyl)-6-((1-methylpiperidin-4-yl)amino)quinazolin-4(3H)-one